N(=C=O)CC1CC(CCC1)CN=C=O 1,3-BISISOCYANATOMETHYLCYCLOHEXAN